Cl[Si](CC[Si](C)(C)Cl)(C)C 1,2-bis(chlorodimethylsilyl)ethane